Cl.NC1=C(C=CC(=C1)C(=O)O)C1=CC=CC=C1 amino-[1,1'-biphenyl]-4-carboxylic acid hydrochloride